C1(=NC=C2C1=CC=C2)C(=O)O cyclopenta[c]pyrrole-1-carboxylic acid